CC=1C=CC=2N(N1)C=C(N2)C(=O)N 6-methylimidazo[1,2-b]pyridazine-2-carboxamide